FC=1C(=NC(=NC1)NC1=CC(=C(C=C1)N1CCN(CC1)CC)F)C=1C=NN(C1)C1CCCC1 5-fluoro-N-(3-fluoro-4-(4-ethylpiperazin-1-yl)phenyl)-4-(1-cyclopentyl-1H-pyrazol-4-yl)pyrimidin-2-amine